C1(CC1)S(=O)(=O)NC=1SC=C(N1)C(C(=O)NC1=CC=C(C=C1)C1=NC(=CN=C1)OC)OC 2-(2-(cyclopropanesulfonamido)thiazol-4-yl)-2-methoxy-N-(4-(6-methoxypyrazin-2-yl)phenyl)acetamide